N-(1-methylpiperidin-4-yl)pyridine-3-carboxamide CN1CCC(CC1)NC(=O)C=1C=NC=CC1